nonadecane-2,18-diol CC(CCCCCCCCCCCCCCCC(C)O)O